(E)-3-(5-((3-(4-(3-(4-(1-(4-hydroxyphenyl)-2-phenylbut-1-en-1-yl)phenyl)propyl)-1,4-diazepan-1-yl)propyl)amino)-1-oxoisoindolin-2-yl)piperidine-2,6-dione OC1=CC=C(C=C1)\C(=C(/CC)\C1=CC=CC=C1)\C1=CC=C(C=C1)CCCN1CCN(CCC1)CCCNC=1C=C2CN(C(C2=CC1)=O)C1C(NC(CC1)=O)=O